(4S)-3-(2-fluoropyrimidin-4-yl)-4-isopropyl-5-methyl-oxazolidin-2-one FC1=NC=CC(=N1)N1C(OC([C@@H]1C(C)C)C)=O